C1(CC1)C1=NC=C(C=N1)C=1N=C(SC1)OC1=CC(=C(C=C1)NC(OC(C)(C)C)=O)F tert-butyl (4-((4-(2-cyclopropylpyrimidin-5-yl)thiazol-2-yl)oxy)-2-fluorophenyl)carbamate